1,6-bis(N,N-dibenzylthiocarbamoyldithio)hexane tert-butyl-(S)-2-((tert-butoxycarbonyl)amino)-3-(2-cyanopyridin-3-yl)propanoate C(C)(C)(C)OC([C@H](CC=1C(=NC=CC1)C#N)NC(=O)OC(C)(C)C)=O.C(C1=CC=CC=C1)N(C(=S)SSCCCCCCSSC(N(CC1=CC=CC=C1)CC1=CC=CC=C1)=S)CC1=CC=CC=C1